2-(1-(4-(2,6-dioxopiperidin-3-yl)phenyl)piperidin-4-yl)acetaldehyde O=C1NC(CCC1C1=CC=C(C=C1)N1CCC(CC1)CC=O)=O